C(C)C(CNC(C)(C)P(OCC(CCCC)CC)(OCC(CCCC)CC)=O)CCCC bis(2-ethylhexyl) 1-(2-ethylhexyl amino)-1-methylethylphosphonate